3,3,6-tribromo-1,3-dihydro-2H-pyrrolo[3,2-b]pyridin-2-one BrC1(C(NC=2C1=NC=C(C2)Br)=O)Br